5-[4-(3-methoxyphenyl)piperidine-1-carbonyl]-6-methyl-N-(1-methylcyclopropyl)furo[2,3-d]pyrimidin-4-amine COC=1C=C(C=CC1)C1CCN(CC1)C(=O)C1=C(OC=2N=CN=C(C21)NC2(CC2)C)C